4-cyanobenzylboric acid C(#N)C1=CC=C(COB(O)O)C=C1